[(2S)-1-[3-(4-chlorophenyl)-2-(2-methoxyphenyl)-7-[4-(trifluoromethyl)phenyl]pyrazolo[1,5-a]pyrimidin-5-yl]-pyrrolidin-2-yl]methanol ClC1=CC=C(C=C1)C=1C(=NN2C1N=C(C=C2C2=CC=C(C=C2)C(F)(F)F)N2[C@@H](CCC2)CO)C2=C(C=CC=C2)OC